CC1(CC=2C=NC(=NC2CC1)C=1C=CC(=C(C1)O)C(C)C)C 5-(6,6-dimethyl-5,6,7,8-tetrahydroquinazolin-2-yl)-2-isopropylphenol